FC1=C(C=CC(=C1)OC1=CC=NC=2NC(C=NC21)=O)NC(=O)NC2=CC(=NN2C2=CC=CC=C2)CC(C)C 1-(2-fluoro-4-((3-keto-3,4-dihydropyrido[2,3-b]pyrazin-8-yl)oxy)phenyl)-3-(3-isobutyl-1-phenyl-1H-pyrazol-5-yl)urea